1,1'-azodicarbonyldiglyme N(=NC(=O)C(OC)COC)C(=O)C(OC)COC